FC1=C(C(=CC=C1)F)NC(C1=C(C=C(C(=C1)F)N1N=C(N(C1=O)C)SC)O[C@H](C(F)(F)F)C)=O N-(2,6-difluorophenyl)-5-fluoro-4-[4-methyl-3-(methylthio)-5-oxo-4,5-dihydro-1H-1,2,4-triazol-1-yl]-2-{[(2S)-1,1,1-trifluoropropan-2-yl]oxy}benzamide